(R)-2-((3-(benzyloxy)-7-(((benzyloxy)carbonyl)amino)-1-fluoro-5,6,7,8-tetrahydronaphthalen-2-yl)amino)acetic acid tert-butyl ester C(C)(C)(C)OC(CNC1=C(C=2C[C@@H](CCC2C=C1OCC1=CC=CC=C1)NC(=O)OCC1=CC=CC=C1)F)=O